5-bromo-6-chloro-1H-benzo[d]imidazole BrC1=CC2=C(NC=N2)C=C1Cl